CNC(C1=NC(=C(C=C1)N1CCC(CC1)CC1=CC=C2C(N(C(NC2=C1)=O)C)=S)C)=O N,6-dimethyl-5-(4-((3-methyl-2-oxo-4-thioxo-1,2,3,4-tetrahydroquinazolin-7-yl)methyl)piperidin-1-yl)picolinamide